NC1=CC(=C(OC2=CC(=C(C=C2)O)C(C)(C)F)C(=C1)Cl)Cl 4-(4-Amino-2,6-dichlorophenoxy)-2-(2-fluoropropan-2-yl)phenol